N-(5-Chloro-1H-pyrrolo[3,2-b]pyridin-3-yl)-5,6-difluoro-1-methyl-1H-benzo[d]imidazol-2-amine ClC1=CC=C2C(=N1)C(=CN2)NC2=NC1=C(N2C)C=C(C(=C1)F)F